C1(CCCCCC1)NC1=NC=2N(C3=CC=CC=C13)N=C(C2)C N-cycloheptyl-2-methylpyrazolo[1,5-a]quinazolin-5-amine